[Cl-].[Cl-].C(OC)COC dimethoxyethane dichloride